O=C1N(C(C=C1)=O)CCNCCC(=O)O 3-((2-(2,5-dioxo-2,5-dihydro-1H-pyrrol-1-yl)ethyl)amino)-propanoic acid